(E)-3-[3-[(2-Ethoxyphenoxy)methyl]-4-methoxyphenyl]-1-(4-hydroxyphenyl)prop-2-en-1-one C(C)OC1=C(OCC=2C=C(C=CC2OC)/C=C/C(=O)C2=CC=C(C=C2)O)C=CC=C1